COC1=CC=C(CN2N=C(C3=CC=CC=C3C2=O)CNCCC(=O)OCC)C=C1 ethyl 3-(((3-(4-methoxybenzyl)-4-oxo-3,4-dihydrophthalazin-1-yl)methyl)amino)propanoate